2-(dimethylcarbamoyl)pyrrolidine-1-carboxylic acid tert-butyl ester C(C)(C)(C)OC(=O)N1C(CCC1)C(N(C)C)=O